FC1=C(C=C(C=C1)NC1=NC(=C(C(=N1)N)OC)C1=CN(C2=CC=CC=C12)C)[N+](=O)[O-] N2-(4-fluoro-3-nitrophenyl)-5-methoxy-6-(1-methyl-1H-indol-3-yl)pyrimidine-2,4-diamine